C[C@H]1CCNCCN1C(=O)OC(C)(C)C tert-butyl (S)-7-methyl-1,4-diazepane-1-carboxylate